cis-tert-butyl 4-((4-(3-(6-(benzyloxy)-2-hydroxypyridin-3-yl)-1-methyl-1H-indazol-6-yl)piperidin-1-yl)methyl)-3-fluoropiperidine-1-carboxylate C(C1=CC=CC=C1)OC1=CC=C(C(=N1)O)C1=NN(C2=CC(=CC=C12)C1CCN(CC1)C[C@@H]1[C@@H](CN(CC1)C(=O)OC(C)(C)C)F)C